2-(4-chlorophenyl)-7-methylimidazo[1,2-a]pyridine-3-carbaldehyde O-(3-fluorobenzyl)oxime FC=1C=C(CON=CC2=C(N=C3N2C=CC(=C3)C)C3=CC=C(C=C3)Cl)C=CC1